FC=1C=C(C=CC1)[C@@H](C)C1COCCC1(C(=O)N)N1C[C@@H](CC1)OC1=CC(=CC=C1)C(F)(F)F M-((S)-1-(3-Fluorophenyl)ethyl)-4-((R)-3-(3-(trifluoromethyl)phenoxy)pyrrolidin-1-yl)tetrahydro-2H-pyran-4-carboxamide